CNCC1=C(C(=CC=C1)Br)Br N-methyl-2,3-dibromobenzylamine